1-hydroxy-2-carboxybenzene OC1=C(C=CC=C1)C(=O)O